Butyl (S,Z)-4-(5-(((tert-butylsulfinyl)imino)(4-fluorophenyl)methyl)-pyrimidin-2-yl)piperazine-1-carboxylate tert-Butyl-4-(5-(4-fluorobenzoyl)pyrimidin-2-yl)piperazine-1-carboxylate C(C)(C)(C)OC(=O)N1CCN(CC1)C1=NC=C(C=N1)C(C1=CC=C(C=C1)F)=O.C(C)(C)(C)[S@](=O)\N=C(/C=1C=NC(=NC1)N1CCN(CC1)C(=O)OCCCC)\C1=CC=C(C=C1)F